5-[[2,6-dichloro-4-[6-(difluoromethyl)-3,5-dioxo-1,2,4-triazin-2-yl]phenyl]methyl]-N-(3-hydroxycyclobutyl)-2-methoxy-benzenesulfonamide ClC1=C(C(=CC(=C1)N1N=C(C(NC1=O)=O)C(F)F)Cl)CC=1C=CC(=C(C1)S(=O)(=O)NC1CC(C1)O)OC